N[C@H]1CN(CCC1)C(=O)C1=NN(C(=C1)C1=CC(=C(C#N)C=C1)F)C1=C(C=C(C=C1)N1C[C@H](CC1)F)F 4-(3-((R)-3-Aminopiperidin-1-carbonyl)-1-(2-fluoro-4-((S)-3-fluoropyrrolidin-1-yl)phenyl)-1H-pyrazol-5-yl)-2-fluorobenzonitril